N-(6-(2,4-difluorophenyl)spiro[3.3]heptan-2-yl)-2-(2,6-dioxopiperidin-3-yl)-1-oxoisoindoline-5-carboxamide FC1=C(C=CC(=C1)F)C1CC2(CC(C2)NC(=O)C=2C=C3CN(C(C3=CC2)=O)C2C(NC(CC2)=O)=O)C1